(S)-N-(7-(2-(1-amino-2-(3,5-difluorophenyl)ethyl)-7-(2-fluorophenoxy)-4-oxopyrido[2,3-d]Pyrimidin-3(4H)-yl)-4-chloro-1-methyl-1H-indazol-3-yl)-N-(methylsulfonyl)acetamide N[C@@H](CC1=CC(=CC(=C1)F)F)C=1N(C(C2=C(N1)N=C(C=C2)OC2=C(C=CC=C2)F)=O)C=2C=CC(=C1C(=NN(C21)C)N(C(C)=O)S(=O)(=O)C)Cl